tert-butyl (3R)-3-(3-cyclohexylpropanoylamino)-4-[2-(4-hydroxyphenyl) ethylamino]-4-oxo-butanoate C1(CCCCC1)CCC(=O)N[C@H](CC(=O)OC(C)(C)C)C(=O)NCCC1=CC=C(C=C1)O